benzenedisulfonic acid C1=CC=C(C(=C1)S(=O)(=O)O)S(=O)(=O)O